5-(difluoromethoxy)-1-((5-(3-fluoro-5-methoxyphenyl)pyrazin-2-yl)methyl)-1H-indazole-7-Formic acid FC(OC=1C=C2C=NN(C2=C(C1)C(=O)O)CC1=NC=C(N=C1)C1=CC(=CC(=C1)OC)F)F